FC1=C(C=CC(=C1F)OC)C1=CN=C2N1C=CN=C2NC2=CC(=C(C(=O)NCC(CO)O)C=C2)CC 4-((3-(2,3-difluoro-4-methoxyphenyl)imidazo[1,2-a]pyrazin-8-yl)amino)-N-(2,3-dihydroxypropyl)-2-ethylbenzamide